tert-butyl (1R,5S)-3-(4-((4-([1,2,4]triazolo[1,5-a]pyridin-7-yloxy)-2-fluoro-5-methylphenyl)amino)pyrido[3,2-d]pyrimidin-6-yl)-8-azabicyclo[3.2.1]octane-8-carboxylate N=1C=NN2C1C=C(C=C2)OC2=CC(=C(C=C2C)NC=2C1=C(N=CN2)C=CC(=N1)C1C[C@H]2CC[C@@H](C1)N2C(=O)OC(C)(C)C)F